4-butoxy-N-(3-(4-(3,4-dichlorophenyl)piperidinyl)propyl)benzenesulfonamide C(CCC)OC1=CC=C(C=C1)S(=O)(=O)NCCCN1CCC(CC1)C1=CC(=C(C=C1)Cl)Cl